BrC1=CC(=C(C=C1F)N(C(OC(C)(C)C)=O)C)[N+](=O)[O-] tert-butyl (4-bromo-5-fluoro-2-nitrophenyl)(methyl)carbamate